(S)-3-(5-chloro-2-oxo-6-(1-(pyridazin-3-yl)ethoxy)benzo[d]oxazol-3(2H)-yl)propanoic acid ClC=1C(=CC2=C(N(C(O2)=O)CCC(=O)O)C1)O[C@@H](C)C=1N=NC=CC1